benzyl {[2-acetyl-1-(benzylamino)-3-oxobut-1-en-1-yl]sulfanyl}-acetate C(C)(=O)C(=C(NCC1=CC=CC=C1)SCC(=O)OCC1=CC=CC=C1)C(C)=O